C1OCC12CC(C2)OC2=C(C=CC=C2)C2CCN(CC2)[C@@H]2CC1(CN(C1)C(=O)C1(CC1)F)CC2 (S)-(6-(4-(2-((2-oxaspiro[3.3]heptan-6-yl)oxy)phenyl)piperidin-1-yl)-2-azaspiro[3.4]octan-2-yl)(1-fluorocyclopropyl)methanone